Bis(2,6-dichlorobenzoyl)-4-octylphenylphosphin oxid ClC1=C(C(=O)P(C2=CC=C(C=C2)CCCCCCCC)(C(C2=C(C=CC=C2Cl)Cl)=O)=O)C(=CC=C1)Cl